3-morpholino-propan-1-ol O1CCN(CC1)CCCO